CC1C/C=C/CCCCCCCC(OCC1)=O (E)-13-methyloxacyclopentadec-10-en-2-one